2-Dodecylbenzene-1,3-diol C(CCCCCCCCCCC)C1=C(C=CC=C1O)O